2-{[6-({5-chloro-2-[4-(dimethoxymethyl)piperidin-1-yl]pyridin-4-yl}amino)-1-isopropyl-2-oxoquinolin-3-yl]oxy}-N-methylacetamide ClC=1C(=CC(=NC1)N1CCC(CC1)C(OC)OC)NC=1C=C2C=C(C(N(C2=CC1)C(C)C)=O)OCC(=O)NC